O1CC(C1)OC1=CC=C(C=O)C=C1 4-(Oxetan-3-yloxy)benzaldehyde